C(=C)C1OC(OCC1)=O 4-vinyl-1,3-dioxane-2-one